ClC1=CC=C2C(=N1)NC=C2S(=O)(=O)NC=2C(=NC(=C(C2)F)OC(F)F)OC 6-chloro-N-[6-(difluoromethoxy)-5-fluoro-2-methoxypyridin-3-yl]-1H-pyrrolo[2,3-b]pyridine-3-sulfonamide